FC1(CNC[C@H](C1)C1=NC(=NO1)C=1C2=C(N3CCCC13)C=CC(=C2)F)F (5S)-3,3-difluoro-5-(3-{7-fluoro-1H,2H,3H-benzo[b]pyrrolizin-9-yl}-1,2,4-oxadiazol-5-yl)piperidine